9-Nitro-octadec-9-enoic acid [N+](=O)([O-])C(CCCCCCCC(=O)O)=CCCCCCCCC